ClC=1C=C(C=C(C1)C1CCOCC1)C1CS(CCN1C(C=C)=O)(=O)=O 1-(3-(3-chloro-5-(tetrahydro-2H-pyran-4-yl)phenyl)-1,1-dioxidothiomorpholino)prop-2-en-1-one